Cl.C1(CCC1)C(=O)ONC 1-(methylamino) cyclobutanecarboxylate hydrochloride